N1=C(C=CC=C1)C(=O)N 2-Pyridincarboxamid